3-butyl-1-methyl-1H-imidazole hydroxide [OH-].C(CCC)N1CN(C=C1)C